2-hydroxypropylene glycol (methyl)acrylate CC(C(=O)O)=C.OC(CO)(C)O